3-amino-N-((6-(azetidin-1-yl)pyridin-2-yl)methyl)-6-(1-methyl-6-oxo-1,6-dihydropyridin-3-yl)-5-(oxazol-2-yl)pyrazine-2-carboxamide NC=1C(=NC(=C(N1)C=1OC=CN1)C1=CN(C(C=C1)=O)C)C(=O)NCC1=NC(=CC=C1)N1CCC1